CC(=O)C1=CC2=CC=CC=C2C=C1 Methyl-beta-naphthylketon